C1=CC=CC=2SC3=CC=CC=C3N(C12)CCCNC1=CN=C2N1C=CC=C2 N-(3-(10H-phenothiazin-10-yl)propyl)imidazo[1,2-a]pyridin-3-amine